C(C1=CC=CC=C1)N1C[C@@H](CC1)NC1=C(C=C(C=N1)S(=O)(=O)NC=1N=CSC1)Cl (R)-6-((1-benzyl-pyrrolidin-3-yl)amino)-5-chloro-N-(thiazol-4-yl)pyridine-3-sulfonamide